C1(CC1)S(=O)(=O)N1CCN(CC1)CCCNC1=C2C(=NC=C1)C=CS2 7-((3-(4-(cyclopropylsulfonyl)piperazin-1-yl)propyl)amino)thieno[3,2-b]pyridin